COC(=O)C1(COC=C1)C(=O)O 3-methoxycarbonyl-2H-furan-3-carboxylic acid